C1(=CC=CC=C1)[C@](C(=O)OC)(CC)NS(=O)(=O)C1=CC=C(C=C1)OC(F)(F)F methyl (S)-2-phenyl-2-((4-(trifluoromethoxy)phenyl)sulfonamido)butanoate